2-cyclopropyl-9-[4-(difluoromethoxy)phenyl]-7-(2-methyl-2H-indazol-5-yl)-8H-pyrimido[1,2-b]pyridazin-8-one phosphate P(=O)(O)(O)O.C1(CC1)C1=NC=2N(N=C(C(C2C2=CC=C(C=C2)OC(F)F)=O)C2=CC3=CN(N=C3C=C2)C)C=C1